NOCCC1=C(C=C(C(=C1)C)F)F 1-[2-(aminooxy)ethyl]-2,4-difluoro-5-methylbenzene